3-Bromo-4-cyano-pyridine BrC=1C=NC=CC1C#N